1-{2-[(tert-butyldimethylsilyl)oxy]-2-methylpropyl}-2-(ethoxymethyl)-4,5-diphenyl-1H-imidazole [Si](C)(C)(C(C)(C)C)OC(CN1C(=NC(=C1C1=CC=CC=C1)C1=CC=CC=C1)COCC)(C)C